COC1=CC=C(C=2SC(=CC21)C(=O)N(CCC2OC2)CC=2OC(=CC2)C)C2=CN(C(C=C2)=O)C 4-methoxy-7-(1-methyl-6-oxo-1,6-dihydropyridin-3-yl)-N-((5-methylfuran-2-yl)methyl)-N-(2-(oxiran-2-yl)ethyl)benzo[b]thiophene-2-carboxamide